CN(C1CCN(CC1)CCN(C(=O)C1=C(C2=C(S1)C=CC(=C2)C=2C=NC=C(C2)OC)C)CCC(=O)NC)C N-(2-(4-(dimethylamino)piperidin-1-yl)ethyl)-5-(5-methoxypyridin-3-yl)-3-methyl-N-(3-(methylamino)-3-oxopropyl)benzo[b]thiophene-2-carboxamide